(E)-2-((4-ethyl-2-methyloxazole-5-carbonyl)imino)-6-(hydrazinecarbonyl)thiazolo[4,5-b]pyridin C(C)C=1N=C(OC1C(=O)\N=C/1\SC=2C(=NC=C(C2)C(=O)NN)N1)C